2-(1-((R)-pyrrolidin-3-yl)-1H-pyrazol-4-yl)-1H-pyrrole N1C[C@@H](CC1)N1N=CC(=C1)C=1NC=CC1